ClC=1C=C2C(=C(NC2=CC1)C1=CC=CC=C1)C[C@]1(CC(C2=CC=CC=C12)=O)C (S)-3-((5-chloro-2-phenyl-1H-indol-3-yl)methyl)-3-methyl-2,3-dihydro-1H-inden-1-one